(2R,3S,4R,5S)-N-(4-carbamoyl-2-methoxyphenyl)-3-(3-chloro-2-fluorophenyl)-4-(3-chloro-5-fluorophenyl)-4-ethynyl-5-neopentylpyrrolidine-2-carboxamide C(N)(=O)C1=CC(=C(C=C1)NC(=O)[C@@H]1N[C@H]([C@]([C@H]1C1=C(C(=CC=C1)Cl)F)(C#C)C1=CC(=CC(=C1)F)Cl)CC(C)(C)C)OC